C(C)(C)(C)C1=CC=C(C=C1)O p-t-Butyl-phenol